N(=[N+]=[N-])C[C@H]1CN(CCO1)C(=O)OC(C)(C)C tert-butyl (R)-2-(azidomethyl)morpholine-4-carboxylate